Cl.N1CCC(CC1)OC1=C(C=NC=C1)C(F)(F)F 4-(piperidin-4-yloxy)-3-(trifluoromethyl)pyridine hydrochloride